tri(glutathionyl)spermine N([C@H](C(=O)O)CCC(=O)N[C@@H](CS)C(=O)NCC(=O)O)C(N(N[C@H](C(=O)O)CCC(=O)N[C@@H](CS)C(=O)NCC(=O)O)N[C@H](C(=O)O)CCC(=O)N[C@@H](CS)C(=O)NCC(=O)O)CCNCCCCNCCCN